COC=1C=C(C=C(C1OC)OC)NC1=C2C=C(NC2=CC(=C1)F)C(=O)O 4-((3,4,5-trimethoxyphenyl)amino)-6-fluoro-1H-indole-2-carboxylic acid